methyl 4-(3,6-dihydro-2H-thiopyran-4-yl)-benzoate S1CCC(=CC1)C1=CC=C(C(=O)OC)C=C1